N-((3-(3,7-dimethylocta-2,6-dien-1-yl)-2,4-dihydroxy-6-pentylphenyl)sulfonyl)-3-(4-methylpiperazin-1-yl)propanamide CC(=CCC=1C(=C(C(=CC1O)CCCCC)S(=O)(=O)NC(CCN1CCN(CC1)C)=O)O)CCC=C(C)C